ethoxy(methyl)-1H-imidazole-2-carbaldehyde C(C)OC=1N=C(N(C1)C)C=O